N1(C=NC=C1)C1=CC=C(C=C1)NC1=C(C=CC(=C1)C=1C(=NOC1C)C)C (4-(1H-imidazol-1-yl)phenyl)-5-(3,5-dimethylisoxazol-4-yl)-2-methylaniline